[Cl-].[Cl-].CC=1C(C2=CC=CC(=C2C1)C1=CC=CC=C1)[Hf+2] (2-methyl-4-phenyl-indenyl)hafnium dichloride